1,2,3,4-tetraisocyanatobutane N(=C=O)CC(C(CN=C=O)N=C=O)N=C=O